[Br-].C1(=CC=CC=C1)N1C(C(C2=CC=CC=C12)[N+]1=CC(=CC=C1)C(=O)OC)=O 1-(2,3-dihydro-1-phenyl-2-oxo-1H-indole-3-yl)-3-(methoxycarbonyl)-pyridinium bromide